C1N(CC2=CC=CC=C12)C(=O)C1=NC(=CC(=C1)NC(OC(C)(C)C)=O)NC1=C(C=CC=C1)OC Tert-butyl (2-(isoindoline-2-carbonyl)-6-((2-methoxyphenyl)amino)pyridin-4-yl)carbamate